(1R,3R)-3-({5-[N-(2-cyclopropyl-4-iodo-5-methylphenyl)but-2-ynamido]-1-methylpyrazolo[4,3-b]pyridin-3-yl}oxy)cyclohexane-1-carboxylic acid C1(CC1)C1=C(C=C(C(=C1)I)C)N(C(C#CC)=O)C1=CC=C2C(=N1)C(=NN2C)O[C@H]2C[C@@H](CCC2)C(=O)O